C(C)S(=O)(=O)N1CCC(CC1)NC1=NC=C(C(=N1)C=1C=NN(C1)C1=C(C=C(C=C1)CN1CCN(CC1)C)C)C(F)(F)F N-(1-(Ethylsulfonyl)piperidin-4-yl)-4-(1-(2-methyl-4-((4-methylpiperazin-1-yl)methyl)phenyl)-1H-pyrazol-4-yl)-5-(trifluoromethyl)pyrimidin-2-amine